C1(CC1)C1=NC(=CC2=C1CNC2=O)CN2C[C@H](C(CC2)(F)F)C (R)-4-cyclopropyl-6-((4,4-difluoro-3-methylpiperidin-1-yl)methyl)-2,3-dihydro-1H-pyrrolo[3,4-C]pyridin-1-one